FC1=C(OC=2N=CC(=NC2)NC([C@H](C)N2CC(N(CC2)C(=O)C=2N=C(C(NC2)=O)C(F)(F)F)(C)C)=O)C=CC(=C1)F (S)-N-(5-(2,4-difluorophenoxy)pyrazin-2-yl)-2-(3,3-dimethyl-4-(5-oxo-6-(trifluoromethyl)-4,5-dihydropyrazine-2-carbonyl)piperazin-1-yl)propanamide